C1C(CC2=CC=CC=C12)NC(=O)C=1C(=NC=CN1)NC(=O)N1CCN(CC1)S(=O)(=O)NC(=O)OC[C@@H]1N(CCC1)C(=O)OC(C)(C)C tert-butyl (R)-2-(((((4-((3-((2,3-dihydro-1H-inden-2-yl)carbamoyl)pyrazin-2-yl)carbamoyl)piperazin-1-yl)sulfonyl)carbamoyl)oxy)methyl)pyrrolidine-1-carboxylate